C(C)(C)(C)OC(=O)N1CCN(CC1)C1=CC(=C(C(=O)O)C=C1)F 4-(4-(t-Butoxycarbonyl)piperazin-1-yl)-2-fluorobenzoic acid